C(C)OC(=O)C1=CC2=C(N(C(=N2)N)CC2=CC=C(C=C2)Br)C(=C1)OC 2-amino-1-(4-bromobenzyl)-7-methoxy-1H-benzo[d]imidazole-5-carboxylic acid ethyl ester